3-bromo-6-(6-(methyl(2,2,6,6-tetramethylpiperidin-4-yl)amino)pyridazin-3-yl)quinolin BrC=1C=NC2=CC=C(C=C2C1)C=1N=NC(=CC1)N(C1CC(NC(C1)(C)C)(C)C)C